S-1-methyl-1-phenyl-ethyl piperidine-1-thiocarboxylate N1(CCCCC1)C(SC(C)(C1=CC=CC=C1)C)=O